NC=1C(=NC(=C(N1)C=1OC=CN1)C=1C=CC=2N(C1)C(=CN2)C)C(=O)NCC2COCC2 3-amino-6-(3-methylimidazo[1,2-a]pyridin-6-yl)-5-(oxazol-2-yl)-N-((tetrahydrofuran-3-yl)methyl)pyrazine-2-carboxamide